FC1=C(C=C(C=C1)C=1C=C2C(=NC1)N(CN2CC2=NC=CC=N2)C)C 6-(4-fluoro-3-methyl-phenyl)-3-methyl-1-(pyrimidin-2-ylmethyl)imidazo[4,5-b]Pyridine